(3-fluoro-4-(methylsulfonyl)phenyl)-4-methyl-1-(pyridin-3-yl)-5-(2-(trifluoromethyl)phenyl)-1H-pyrrole-3-carboxamide FC=1C=C(C=CC1S(=O)(=O)C)C=1N(C(=C(C1C(=O)N)C)C1=C(C=CC=C1)C(F)(F)F)C=1C=NC=CC1